3-((2-chloro-5-fluoro-4-(piperazin-1-yl)phenyl)amino)piperidine-2,6-dione ClC1=C(C=C(C(=C1)N1CCNCC1)F)NC1C(NC(CC1)=O)=O